C1([C@@H](O)[C@H](O)[C@@H](O)[C@H](CO)O1)=O L-glucono-1,5-lactone